2-(1H-imidazol-1-yl)-4-(trifluoromethyl)aniline N1(C=NC=C1)C1=C(N)C=CC(=C1)C(F)(F)F